C1(=CC=CC=C1)P(C1=C(C=CC=C1)C1=C(C=C(C=C1)C(=O)OC)C/C(=C\C1=CC=CC=C1)/C(=O)OCC)C1=CC=CC=C1 methyl (E)-2'-(diphenylphosphino)-2-(2-(ethoxycarbonyl)-3-phenylallyl)-[1,1'-biphenyl]-4-carboxylate